Butyl 7-oxo-2-azaspiro[3.5]nonane-2-carboxylate O=C1CCC2(CN(C2)C(=O)OCCCC)CC1